N[C@@H](CC(=O)[O-])C (R)-3-aminobutyrate